4-amino-2-(4,6-dihydroxy-1,1-dimethyl-2,3-dihydro-1H-inden-5-yl)-6-methylpyrimidine-5-carboxylic acid NC1=NC(=NC(=C1C(=O)O)C)C=1C(=C2CCC(C2=CC1O)(C)C)O